N-dodecyl-N,N-dimethylammonio-3-propanesulfonate C(CCCCCCCCCCC)[N+](C)(C)CCCS(=O)(=O)[O-]